C(C)CC(=O)NC1CCNCC1 ethyl-N-(piperidin-4-yl)acetamide